1-methyl-2,6-dioxopiperidin-3-ylisoindoline-1,3-dione CN1C(C(CCC1=O)N1C(C2=CC=CC=C2C1=O)=O)=O